C(C)(C)(C)OC(=O)NCCCN1[N+](=CC=C1)CCCNC(=O)OC(C)(C)C 1,2-bis(3-((tert-butoxycarbonyl)-amino)propyl)-1H-pyrazol-2-ium